OCCN(CCNC(O[C@H]1CC[C@@]2([C@H]3CC[C@@]4([C@H](CC[C@H]4[C@@H]3CCC2C1)[C@H](C)CCCC(C)C)C)C)=O)C (3S,8R,9S,10S,13R,14S,17R)-10,13-dimethyl-17-((R)-6-methylheptan-2-yl)hexadecahydro-1H-cyclopenta[a]phenanthren-3-yl (2-((2-hydroxyethyl)(methyl)amino)ethyl)carbamate